(1s,3s)-1-methyl-3-(3-(6-(1-methyl-1H-pyrazol-4-yl)pyrrolo[1,2-b]pyridazin-4-yl)-3,8-diazabicyclo[3.2.1]octan-8-yl)cyclobutane-1-carbonitrile CC1(CC(C1)N1[C@@H]2CN(CC1CC2)C=2C=1N(N=CC2)C=C(C1)C=1C=NN(C1)C)C#N